2-(2-chlorophenyl)-2-(methylamino)cyclohexanone tert-butyl-N-(5-fluoro-4-iodo-6-methyl-3-pyridyl)carbamate C(C)(C)(C)OC(NC=1C=NC(=C(C1I)F)C)=O.ClC1=C(C=CC=C1)C1(C(CCCC1)=O)NC